2-(3,4-di-t-butylcarbonyloxy-phenyl)-3,5,7-tri-t-butylcarbonyloxy-quinolin-4-one C(C)(C)(C)C(=O)OC=1C=C(C=CC1OC(=O)C(C)(C)C)C1=NC2=CC(=CC(=C2C(C1OC(=O)C(C)(C)C)=O)OC(=O)C(C)(C)C)OC(=O)C(C)(C)C